N-[(1R,3S)-3-{[6-chloro-2-(trifluoromethyl)quinolin-4-yl]amino}cyclohexyl]-5-methylfuran-3-carboxamide ClC=1C=C2C(=CC(=NC2=CC1)C(F)(F)F)N[C@@H]1C[C@@H](CCC1)NC(=O)C1=COC(=C1)C